(1R,5S)-3-[2-(2,4-difluorophenyl)-7-methyl-3-(pyridin-4-yl)-3H-imidazo[4,5-b]pyridin-5-yl]-3,8-diazabicyclo[3.2.1]octane FC1=C(C=CC(=C1)F)C1=NC=2C(=NC(=CC2C)N2C[C@H]3CC[C@@H](C2)N3)N1C1=CC=NC=C1